N-(6-(4-cyano-2-methoxyphenyl)thiazolo[4,5-b]pyrazin-2-yl)-3-(2-methoxyphenyl)isonicotinamide C(#N)C1=CC(=C(C=C1)C=1N=C2C(=NC1)N=C(S2)NC(C2=C(C=NC=C2)C2=C(C=CC=C2)OC)=O)OC